BrCC(O)C=1C=CC(=C(C1)C(=O)N)O 5-(2-bromo-1-hydroxyethyl)-2-hydroxybenzene-1-carboxamide